C[NH2+]C.C1(=CC=CC=2C3=CC=CC=C3CC12)O fluorenol dimethyl-ammonium salt